C(C1=CC=CC=C1)OC(=O)NCCCC[C@H](NC(=O)OC12CC3(CC(CC(C1)C3)C2)NCC(=O)N2CC3=CC=CC=C3C2)C(=O)O N6-((benzyloxy)carbonyl)-N2-(((3-((2-(isoindolin-2-yl)-2-oxoethyl)amino)adamantan-1-yl)oxy)carbonyl)-L-lysine